ClC=1C(=NC=C(C1NC(C1=C(C=C(C(=C1)F)C=1N=C(N(C1)C)C(C)(C)O)O[C@H](C(F)(F)F)C)=O)C)OC (S)-N-(3-Chloro-2-methoxy-5-methylpyridin-4-yl)-5-fluoro-4-(2-(2-hydroxypropan-2-yl)-1-methyl-1H-imidazol-4-yl)-2-((1,1,1-trifluoropropan-2-yl)oxy)benzamide